Benzyl 1-(2-fluoroethyl)-3-methyl-1H-pyrazole-5-carboxylate FCCN1N=C(C=C1C(=O)OCC1=CC=CC=C1)C